4-(2-chloropyridin-4-yl)-2-ethyl-oxazole ClC1=NC=CC(=C1)C=1N=C(OC1)CC